3-(4-(tert-butyl)phenyl)-1-ethoxyisoquinoline-6-carboxylic acid C(C)(C)(C)C1=CC=C(C=C1)C=1N=C(C2=CC=C(C=C2C1)C(=O)O)OCC